N1C(=NC2=C3C=CC=NC3=C3N=CC=CC3=C21)C2=CC=C(O2)C=2C=C(C#N)C=CC2 3-(5-(1H-imidazo[4,5-f][1,10]phenanthroline-2-yl)furan-2-yl)benzonitrile